(5-isobutyl-2-methylbenzofuran-6-yl)boric acid C(C(C)C)C=1C(=CC2=C(C=C(O2)C)C1)OB(O)O